FC1=C(CN2C(=CC3=CC=CC=C23)C2=NNC(=C2)NC(C2=CC=C(C=C2)NC2CCN(CC2)C)=O)C=CC=C1 N-(3-(1-(2-fluorobenzyl)-1H-indol-2-yl)-1H-pyrazol-5-yl)-4-((1-methylpiperidin-4-yl)amino)benzamide